CN(C(CNC1=CC=C(C=2C(C3=CC=CC=C3C(C12)=O)=O)NCC(C)N(C)C)C)C 1,4-bis[[2-(dimethylamino)propyl]amino]anthraquinone